((2S,3R,4R)-4-(3,4-Dimethoxybenzyl)-2-(4-fluorophenyl)tetrahydrofuran-3-yl)-methylcyclopentanecarboxylate COC=1C=C(C[C@@H]2[C@H]([C@H](OC2)C2=CC=C(C=C2)F)C2C(CCC2)(C(=O)[O-])C)C=CC1OC